C/1=C/CC\C=C/CC1.[Ag] silver (cis,cis-1,5-cyclooctadiene)